C(C1=CC=CC=C1)OC(=O)NCC(CNCCCNC(OC(C)(C)C)=O)O tert-butyl N-[3-[[3-(benzyloxycarbonylamino)-2-hydroxy-propyl]amino]propyl]carbamate